N1C=C(C2=CC=CC=C12)CCNC(C1=CN=CC=C1)=O N-(2-(1H-indol-3-yl)ethyl)nicotinamide